2-(3-fluoro-4-methoxyphenyl)-7-{methyl-[(3R)-1-methylpyrrolidin-3-yl]amino}-4H-pyrido[1,2-a]pyrimidin-4-one FC=1C=C(C=CC1OC)C=1N=C2N(C(C1)=O)C=C(C=C2)N([C@H]2CN(CC2)C)C